tert-butyl 2-(9-((4-(((tert-butoxycarbonyl)amino)methyl)phenyl)carbamoyl)-4,5-dihydrobenzo[b]thieno[2,3-d]oxepin-8-yl)-5-((propylamino)methyl)benzoate C(C)(C)(C)OC(=O)NCC1=CC=C(C=C1)NC(=O)C1=CC2=C(OCCC3=C2SC=C3)C=C1C1=C(C(=O)OC(C)(C)C)C=C(C=C1)CNCCC